C(C)(C)(C)OC(=O)N1CCC2(CC1)CCC(CC2)N2N=C1C=C(C(=CC1=C2)NC(=O)C2=NC(=CC=C2)C(F)(F)F)OC 9-(6-Methoxy-5-(6-(trifluoromethyl)pyridinamido)-2H-indazol-2-yl)-3-azaspiro[5.5]undecan-3-Carboxylic acid tert-butyl ester